D-glucopyranosyl-(1-3) β-D-glucopyranosiduronic acid O([C@H]1[C@H](O)[C@@H](O)[C@H](O)[C@H](O1)C(=O)O)C1[C@H](O)[C@@H](O)[C@H](O)[C@H](O1)CO